7-Bromo-4-hydroxy-5-methyl-2H-thieno[3,4-b]pyran-2-thione BrC=1SC(=C2C1OC(C=C2O)=S)C